2-((6-((S)-3-aminopyrrolidin-1-yl)-3,5-dicyano-4-ethylpyridin-2-yl)sulfanyl)-2-phenylacetamide N[C@@H]1CN(CC1)C1=C(C(=C(C(=N1)SC(C(=O)N)C1=CC=CC=C1)C#N)CC)C#N